perfluorobutylsulfonyl ketone FC(C(C(C(F)(F)F)(F)F)(F)F)(S(=O)(=O)C(=O)S(=O)(=O)C(C(C(C(F)(F)F)(F)F)(F)F)(F)F)F